4-[[(tert-butyldiphenylsilyl)oxy]methyl]-1-cyclohexylimidazole [Si](C1=CC=CC=C1)(C1=CC=CC=C1)(C(C)(C)C)OCC=1N=CN(C1)C1CCCCC1